Cl.Cl.NC[C@@H](CN1CC(C1)(O)CNC(OCC=C)=O)O allyl N-[[1-[(2S)-3-amino-2-hydroxy-propyl]-3-hydroxy-azetidin-3-yl]methyl]carbamate dihydrochloride